ClC=1C=NC=C(C(NO)=N)C1 5-Chloro-N-hydroxynicotinimidamide